ClC=1C=C(CO\N=C\C2=C(N=C3SC=CN32)C3=CC=C(C=C3)F)C=CC1Cl (E)-6-(4-fluorophenyl)imidazo[2,1-b]thiazole-5-carbaldehyde O-(3,4-dichlorobenzyl) oxime